2-(3,5-dichloro-4-(2-fluoro-4-hydroxy-3-isopropylbenzyl)phenyl)propanoic acid ClC=1C=C(C=C(C1CC1=C(C(=C(C=C1)O)C(C)C)F)Cl)C(C(=O)O)C